3-(benzo[d]oxazol-2-yl)-2-chlorobenzenethiol O1C(=NC2=C1C=CC=C2)C=2C(=C(C=CC2)S)Cl